CN(C(CCCCC)CCCCCCCCC\C=C/C\C=C/CCCCC)C (16Z,19Z)-N,N-dimethyl-Pentacosa-16,19-dien-6-amine